C(C)OP(=O)(OCC)OCC tri-ethylphosphate